5-(4-chloro-2-fluorophenyl)-2,3-dimethyl-7-((2s,4s)-2-(3-pyridyl)tetrahydro-2H-pyran-4-yl)pyrido[4,3-d]pyrimidin-4(3H)-one ClC1=CC(=C(C=C1)C1=NC(=CC=2N=C(N(C(C21)=O)C)C)[C@@H]2C[C@H](OCC2)C=2C=NC=CC2)F